OC1=NC=CC(=C1SC1=NC=NC=C1)C(=N)N hydroxy-3-(pyrimidin-4-ylsulfanyl)pyridine-4-carboxamidine